C1(CCC1)CNCC1=C2C(=NC(=C1)C(=O)[O-])N(C=C2)C.[Li+] lithium 4-(((cyclobutylmethyl) amino) methyl)-1-methyl-1H-pyrrolo[2,3-b]pyridine-6-carboxylate